6-bromo-2-(1-(4-ethyl-1,4-diazepan-1-yl)butyl)-3-isobutylquinazolin-4(3H)-one BrC=1C=C2C(N(C(=NC2=CC1)C(CCC)N1CCN(CCC1)CC)CC(C)C)=O